NCC1CC2(CN(C2)CC(=O)NC(C)(C)C)C1 2-(6-(aminomethyl)-2-azaspiro[3.3]hept-2-yl)-N-(tert-butyl)acetamide